C(CCCCCCC)(=O)[O-].C(CCCCCCC)[Sn+]CCCCCCCC dioctyltin monocaprylate